FC1=C(C=CC(=C1)C(F)(F)F)S(=O)(=O)N1C[C@@H]([C@@](C1)(CO)O)S(=O)(=O)C1=CC=C(C#N)C=C1 4-(((3S,4R)-1-((2-fluoro-4-(trifluoromethyl)phenyl)sulfonyl)-4-hydroxy-4-(hydroxymethyl)pyrrolidin-3-yl)sulfonyl)benzonitrile